(4aS,8aR)-4-(6-chloro-5-methyl-pyridazin-3-yl)-6-isopropyl-3,4a,5,7,8,8a-hexahydro-2H-pyrido[4,3-b][1,4]oxazine ClC1=C(C=C(N=N1)N1[C@@H]2[C@H](OCC1)CCN(C2)C(C)C)C